1-(6-(3-hydroxy-3-methylbut-1-yn-1-yl)pyrimidin-4-yl)piperidine-4-carboxylic acid ethyl ester C(C)OC(=O)C1CCN(CC1)C1=NC=NC(=C1)C#CC(C)(C)O